(R)-2-(11-(Bis(4-fluorophenyl)methyl)-5-methyl-6,7-dioxo-5,7,9,9a,10,11,12,13-octahydro-6H-pyrazino[2,1-c]pyrazino[2',3':5,6]pyrido[4,3-e][1,4]oxazepin-2-yl)acetonitrile FC1=CC=C(C=C1)C(N1C[C@@H]2COC(C3=C(N2CC1)C1=C(N(C3=O)C)N=CC(=N1)CC#N)=O)C1=CC=C(C=C1)F